2-ethyl-4-fluoro-phenol C(C)C1=C(C=CC(=C1)F)O